3-(N-((4-fluoro-2-(2-isopropoxypyridin-4-yl)-6-isopropylphenyl)carbamoyl)sulfamoyl)-N,N-bis(2-methoxyethyl)-1-methyl-1H-pyrazole-5-carboxamide FC1=CC(=C(C(=C1)C(C)C)NC(=O)NS(=O)(=O)C1=NN(C(=C1)C(=O)N(CCOC)CCOC)C)C1=CC(=NC=C1)OC(C)C